C(#N)C[C@H]1CN(CCC1)C(=O)OC(C)(C)C tert-Butyl (S)-3-(cyanomethyl)piperidine-1-carboxylate